FC1=C2C(=NC=3N(C2=CC=C1)C(=NN3)C)N3CCCC1=C(C=CC=C31)C#CC(C)(C)NC(OC(C)(C)C)=O tert-butyl (4-(1-(6-fluoro-1-methyl-[1,2,4]triazolo[4,3-a]quinazolin-5-yl)-1,2,3,4-tetrahydroquinolin-5-yl)-2-methylbut-3-yn-2-yl)carbamate